C(C)OC(CS(=O)C1=C(C=C(C=C1)C(=O)N1CCN(CC1)C=1C=C(C=CC1)C)[N+](=O)[O-])=O.N[C@H](C(=O)NC1=NC=C(N=C1)OC1=CC=C(C2=C1C1(CC1)CO2)C)CC (2S)-2-amino-N-[5-(7-methyl-spiro[2H-benzofuran-3,1'-cyclopropan]-4-yl)oxypyrazin-2-yl]butanamide Ethyl-2-((2-nitro-4-(4-(m-tolyl)piperazine-1-carbonyl)phenyl)sulfinyl)acetate